C(C)(C)(C)OC(=O)NCCCOC(C)C1=NC=CC(=C1)N(C(OC(C)(C)C)=O)C1=CC(=NN1C(C)(C)C)[C@@H]1C[C@@H](CC1)OC(=O)OC1=CC=C(C=C1)[N+](=O)[O-] tert-butyl (2-(1-(3-((tert-butoxycarbonyl)amino)propoxy)ethyl)pyridin-4-yl)(1-(tert-butyl)-3-((1S,3R)-3-(((4-nitrophenoxy)carbonyl)oxy)cyclopentyl)-1H-pyrazol-5-yl)carbamate